C1(CC1)C(=O)NC=1C=C(C(=O)NCCOC2=C(C=C(C=C2)C(F)(F)F)OC)C=CN1 2-(cyclopropanecarboxamido)-N-(2-(2-methoxy-4-(trifluoromethyl)phenoxy)ethyl)isonicotinamide